ClC1=CC=C2C(=CNC2=C1F)\C=C\1/NC(N(C1=O)C(C(=O)O)C1=CC(=C(C=C1)C#N)F)=O (Z)-2-(4-((6-chloro-7-fluoro-1H-indol-3-yl)methylene)-2,5-dioxoimidazolidin-1-yl)-2-(4-cyano-3-fluorophenyl)acetic acid